ClC1=CC=C(C=C1)[C@H](C(=O)N1CCN(CC1)C=1C2=C(N=CN1)[C@@H](C[C@H]2C)O)CN2CCC(CC2)OC (S)-2-(4-chlorophenyl)-1-(4-((5R,7R)-7-hydroxy-5-methyl-6,7-dihydro-5H-cyclopenta[d]pyrimidin-4-yl)piperazin-1-yl)-3-(4-methoxypiperidin-1-yl)propan-1-one